C(C)C1=NC=C(C=C1[C@@H]1N(CCC1)C1=NC=2N(C=C1)N=CC2C(=O)N[C@@H]2C[C@H](CC2)O)F 5-((R)-2-(2-ethyl-5-fluoropyridin-3-yl)pyrrolidin-1-yl)-N-((1S,3S)-3-hydroxycyclopentyl)pyrazolo[1,5-a]pyrimidine-3-carboxamide